4-isopropyl-3-methyl-6H-thieno[2,3-b]pyrrole-2,5-dicarboxylic acid C(C)(C)C=1C2=C(NC1C(=O)O)SC(=C2C)C(=O)O